N(=C=S)CCCNC(OC(C)(C)C)=O tert-butyl N-(3-isothiocyanatopropyl)carbamate